tert-butyl (R)-(tert-butoxycarbonyl)(7-(3-chloro-6-(1-(2,2-difluoro-1-(4-fluorophenyl)propyl)-1H-pyrazol-4-yl)pyridin-2-yl)-[1,2,4]triazolo[1,5-a]pyridin-2-yl)carbamate C(C)(C)(C)OC(=O)N(C(OC(C)(C)C)=O)C1=NN2C(C=C(C=C2)C2=NC(=CC=C2Cl)C=2C=NN(C2)[C@@H](C(C)(F)F)C2=CC=C(C=C2)F)=N1